1-(4-{5-[(R)-(1,3-dimethyl-azetidin-3-yl)-hydroxy-(4-isopropyl-phenyl)-methyl]-pyridin-3-yloxymethyl}-piperidin-1-yl)-ethanone CN1CC(C1)(C)[C@@](C=1C=C(C=NC1)OCC1CCN(CC1)C(C)=O)(C1=CC=C(C=C1)C(C)C)O